ClC1=NC=C(C(=C1)C1=C(C=NC(=C1)C)C(=O)NC=1SC(=NN1)C1C(CC1)C#N)OC 2'-Chloro-N-(5-(2-cyanocyclobutyl)-1,3,4-thiadiazol-2-yl)-5'-methoxy-6-methyl-(4,4'-bipyridine)-3-carboxamide